7-(bicyclo[2.2.1]hept-5-en-2-yl)-8,9,10,11-tetrahydro-3H-pyrazolo[4,3-a]phenanthridine C12C(CC(C=C1)C2)C2=NC1=CC=C3C(=C1C=1CCCCC21)C=NN3